6-oxaspiro[3.4]octan C1CCC12COCC2